potassium bis(trimethylsilylamide) C[Si](C)(C)[NH-].C[Si](C)(C)[NH-].[K+].[K+]